p-chloro-α,α,α-trifluorotoluene C1=CC(=CC=C1C(F)(F)F)Cl